CC1=NOC(=C1CNC1CCC=2C=C(C(=C(C2C1)F)N1CC(NS1(=O)=O)=O)O)C 5-(7-{[(3,5-dimethyl-1,2-oxazol-4-yl)methyl]amino}-1-fluoro-3-hydroxy-5,6,7,8-tetrahydronaphthalen-2-yl)-1λ6,2,5-thiadiazolidine-1,1,3-trione